C1(CC1)C(NS(=O)(=O)C1=CC(=C(C=C1)NC(C1=C(C=CC=C1)C)=O)C)C1CCNCC1 N-(4-(N-(cyclopropyl-(piperidin-4-yl)methyl)sulfamoyl)-2-methylphenyl)-2-methylbenzamide